4-((3-methyl-5-(2-phenylpyridin-4-yl)-4,5,6,7-tetrahydro-1H-pyrazolo[4,3-c]pyridin-1-yl)methyl)bicyclo[2.2.2]octan-1-amine CC1=NN(C2=C1CN(CC2)C2=CC(=NC=C2)C2=CC=CC=C2)CC21CCC(CC2)(CC1)N